1,3-bis-(hydroxy-methyl)-5,5-dimethyl-2,4-imidazolidindione OCN1C(N(C(C1(C)C)=O)CO)=O